4-methyl-2-(p-tolyl)pyridine CC1=CC(=NC=C1)C1=CC=C(C=C1)C